CC=1C=C(C=C(C1CC=1C=CC2=C(C(=CO2)C)C1)C)N1N=C(C(NC1=O)=O)NC(OC(C)(C)C)=O tert-butyl N-[2-[3,5-dimethyl-4-[(3-methylbenzofuran-5-yl)methyl]phenyl]-3,5-dioxo-1,2,4-triazine-6-yl]carbamate